CC(CO)CCCCCCO 2-Methyl-1,8-octandiol